Cl.Cl.FC(COC1=NC=CC(=C1)CN)(F)F (2-(2,2,2-trifluoroethoxy)pyridin-4-yl)methanamine dihydrochloride